4-((9-(6-Methoxy-5-(6-(trifluoromethyl)picolinamido)-2H-indazol-2-yl)-3-azaspiro[5.5]undecan-3-yl)methyl)piperidine-1-carboxylate COC=1C(=CC2=CN(N=C2C1)C1CCC2(CCN(CC2)CC2CCN(CC2)C(=O)[O-])CC1)NC(C1=NC(=CC=C1)C(F)(F)F)=O